FC1=C(C(=CC2=C1N=CS2)F)NC2=C1C(=NC=C2)SC(=C1)I 4,6-difluoro-N-(2-iodothieno[2,3-b]pyridin-4-yl)benzo[d]thiazol-5-amine